3-(3-(5-tert-butylisoxazol-3-yl)ureido)-N-ethyl-8-methyl-2,3,4,9-tetrahydro-1H-carbazole-7-carboxamide C(C)(C)(C)C1=CC(=NO1)NC(NC1CCC=2NC3=C(C(=CC=C3C2C1)C(=O)NCC)C)=O